5'-deoxyguanosine [C@@H]1([C@H](O)[C@H](O)[C@@H](C)O1)N1C=NC=2C(=O)NC(N)=NC12